cumyl-ferrocene hexafluorophosphate F[P-](F)(F)(F)(F)F.C(C)(C)(C1=CC=CC=C1)[C-]1C=CC=C1.[CH-]1C=CC=C1.[Fe+2]